[6-(2-fluoro-benzyl)-3,3-dimethyl-2,3-dihydro-1H-pyrrolo[3,2-b]pyridin-5-yl]-methanol FC1=C(CC=2C=C3C(=NC2CO)C(CN3)(C)C)C=CC=C1